8-chloro-7-isopropoxy-2-(1-methyl-2-oxabicyclo[2.1.1]hex-4-yl)imidazo[1,2-a]pyridine-6-carboxylic acid ClC=1C=2N(C=C(C1OC(C)C)C(=O)O)C=C(N2)C21COC(C2)(C1)C